1-[4-(3-Bromo-benzylsulfanylamino)-phenyl]-3-pyridin-4-ylmethyl-urea BrC=1C=C(CSNC2=CC=C(C=C2)NC(=O)NCC2=CC=NC=C2)C=CC1